((6,6-dimethyl-6H-benzo[c]chromene-3,8-diyl)bis(oxy))bis(tert-butyldimethylsilane) CC1(OC2=CC(=CC=C2C2=C1C=C(C=C2)O[Si](C)(C)C(C)(C)C)O[Si](C)(C)C(C)(C)C)C